CN(P(O)O)C phosphorous acid-(dimethylamide)